(R)-2-((1R,3R,5s)-3-((3s,4R)-1-(5-chloropyrimidin-2-yl)-3-ethoxypiperidin-4-yl)-8-azabicyclo[3.2.1]oct-8-yl)-2-cyclopropylamide ClC=1C=NC(=NC1)N1C[C@H]([C@H](CC1)C1C[C@H]2CC[C@@H](C1)N2C2(CC2)[NH-])OCC